2-amino-N-(4-hydroxy-4-methylcyclohexyl)-5-(4-(3-(tetrahydro-2H-pyran-4-yl)-3-azabicyclo[3.1.0]hexan-1-yl)phenyl)nicotinamide NC1=C(C(=O)NC2CCC(CC2)(C)O)C=C(C=N1)C1=CC=C(C=C1)C12CN(CC2C1)C1CCOCC1